C1(CCCCC1)NC1=N\C(\C(N1C)=O)=C/C=1C=C2C=NN(C2=CC1)C (5Z)-2-(Cyclohexylamino)-3-methyl-5-[(1-methylindazol-5-yl)methylene]imidazol-4-one